BrCCCCCCCCCCC(=O)N1CCC(CC1)C=1C=C2CN(C(C2=CC1)=O)C1C(NC(CC1)=O)=O 3-[5-[1-(11-bromoundecanoyl)-4-piperidyl]-1-oxo-isoindolin-2-yl]piperidine-2,6-dione